(1R,2S,3S)-N-(8-amino-7-fluoro-6-(4-methylpyridin-3-yl)isoquinolin-3-yl)-2-(cyanomethyl)-3-(1H-imidazol-4-yl)cyclopropane-1-carboxamide NC=1C(=C(C=C2C=C(N=CC12)NC(=O)[C@@H]1[C@H]([C@@H]1C=1N=CNC1)CC#N)C=1C=NC=CC1C)F